6-nitroamino-1,2,4-triazolo[4,3-b][1,2,4,5]tetrazine hydrazine salt NN.[N+](=O)([O-])NC=1N=NC=2N(N1)C=NN2